N=1C=CCC(C1)=O pyridine-5(4H)-one